NC1=CC=CC(=N1)S(=O)(=O)NC(=O)C=1C(=NC(=CC1)C1=CC(=C(C=C1)Cl)OCC(C)C)N1C(CC(C1)C)(C)C N-[(6-Amino-2-pyridyl)sulfonyl]-6-(4-chloro-3-isobutoxyphenyl)-2-(2,2,4-trimethylpyrrolidin-1-yl)pyridin-3-carboxamid